CC=1C=CC(=C(N)C1)N1CC(CCC1)C 5-methyl-2-(3-methylpiperidin-1-yl)aniline